N-(6-(2-aminopyridin-4-yl)-2-(3-hydroxy-3-methylbutyl)-2H-indazol-5-yl)-2-bromothiazole-4-carboxamide NC1=NC=CC(=C1)C=1C(=CC2=CN(N=C2C1)CCC(C)(C)O)NC(=O)C=1N=C(SC1)Br